2',4'-bis(trifluoromethyl)-3,5-dinitrobiphenyl FC(C1=C(C=CC(=C1)C(F)(F)F)C1=CC(=CC(=C1)[N+](=O)[O-])[N+](=O)[O-])(F)F